N-(3-(5-(4-(1H-Tetrazol-5-yl)phenyl)-1H-pyrazolo[3,4-b]pyridin-3-carbonyl)-2,6-difluorophenyl)propan-1-sulfonamid N1N=NN=C1C1=CC=C(C=C1)C=1C=C2C(=NC1)NN=C2C(=O)C=2C(=C(C(=CC2)F)NS(=O)(=O)CCC)F